5-(5-Isopropoxypyridin-2-yl)-N-(3-methylpyridin-2-yl)-1,3,4-thiadiazol-2-amine C(C)(C)OC=1C=CC(=NC1)C1=NN=C(S1)NC1=NC=CC=C1C